NC=1N=C(SC1C(=O)C1=CC=C(C=C1)C)NC1=CC=C(C=C1)F [4-amino-2-(4-fluoroanilino)-1,3-thiazol-5-yl](4-methylphenyl)methanone